CC1=CC=C(C(=N1)OC1(C[C@H](N(C1)C(=O)OC(C)(C)C)C(=O)OC)C(=O)OC)[N+](=O)[O-] 1-(tert-butyl) 2,4-dimethyl (2S)-4-((6-methyl-3-nitropyridin-2-yl)oxy)pyrrolidine-1,2,4-tricarboxylate